N-(3-(4-(4-Aminothieno[3,2-d]pyrimidin-7-yl)-1H-pyrazol-1-yl)-4-methylphenyl)-3-(Trifluoromethoxy)pyrrolidine-1-carboxamide NC=1C2=C(N=CN1)C(=CS2)C=2C=NN(C2)C=2C=C(C=CC2C)NC(=O)N2CC(CC2)OC(F)(F)F